C(C)(C)(C)C1=C(CN(C(=O)C=2C(=NN(C2F)C)C(F)F)C2CC2)C=C(C=C1)C N-(2-tert-butyl-5-methylbenzyl)-N-cyclopropyl-3-(difluoromethyl)-5-fluoro-1-methyl-pyrazole-4-carboxamide